6-fluoro-3-(piperazin-1-yl)benzo[d]isothiazole FC1=CC2=C(C(=NS2)N2CCNCC2)C=C1